COC=1C=C2C(=NC(=NC2=CC1OC)\C=C\C=1C=NC=CC1)N1CCC(CC1)CCP(O)(O)=O (E)-(2-(1-(6,7-dimethoxy-2-(2-(pyridin-3-yl)vinyl)quinazolin-4-yl)piperidin-4-yl)ethyl)phosphonic acid